3-(8-(1,3,6-trimethyl-2,4-dioxo-1,2,3,4-tetrahydropyrimidin-5-yl)-2,3-dihydrobenzo[b][1,4]dioxin-5-yl)propionic acid CN1C(N(C(C(=C1C)C1=CC=C(C2=C1OCCO2)CCC(=O)O)=O)C)=O